Cl.N1=C(N=CC=C1)C1(CC1)NC(=O)[C@@H]1CNCC[C@H]1NC(=O)C1=NOC(=C1)C1=C(C=C(C=C1)F)F (3R,4R)-4-{[5-(2,4-Difluoro-phenyl)-isoxazole-3-carbonyl]-amino}-piperidine-3-carboxylic Acid (1-pyrimidin-2-yl-cyclopropyl)-amide Hydrochloride